NC1=CC=CC(=N1)S(=O)(=O)NC1=NC(=C(C=C1)Cl)C1=C(C=CC=C1)OC(F)(F)F 6-amino-N-(5-chloro-6-(2-(trifluoromethoxy)phenyl)pyridin-2-yl)pyridine-2-sulfonamide